ClC1(C=CNN1C1=CC=CC=C1)Cl dichlorophenylpyrazoline